NC1=NC=CC=C1C1=NC=2C(=NC(=CC2)C2=CC=CC=C2)N1C1=CC=C(C=C1)[C@H]1CN(CC1)C[C@@H]1CC[C@H](CC1)C(=O)OC trans-methyl 4-[[(3S)-3-[4-[2-(2-amino-3-pyridyl)-5-phenyl-imidazo[4,5-b]pyridin-3-yl]phenyl]pyrrolidin-1-yl]methyl]cyclohexanecarboxylate